CN1C[C@H]2[C@@H](CC1)CCN2C2=CC=C(N=N2)C2=C(C=C(C=C2CC)Cl)O 2-[6-[(3aS,7aR)-6-methyl-3,3a,4,5,7,7a-hexahydro-2H-pyrrolo[2,3-c]pyridin-1-yl]pyridazin-3-yl]-5-chloro-3-ethyl-phenol